1-[4-(6,7-dimethoxy-quinolin-4-yl)oxy-2-methoxyphenyl]-3-[1-(1,3-thiazol-2-yl)ethyl]urea COC=1C=C2C(=CC=NC2=CC1OC)OC1=CC(=C(C=C1)NC(=O)NC(C)C=1SC=CN1)OC